methyl 2,5-diiodobenzoate IC1=C(C(=O)OC)C=C(C=C1)I